[Cr](=O)(=O)([O-])[O-].[Cu+2].[NH4+].BrC1=C(N=CS1)C(F)F 5-bromo-4-(difluoromethyl)thiazole ammonium copper(II) chromate